C(#N)C=1N=C([N-]C1C#N)C(F)(F)F.[Li+] lithium 4,5-dicyano-2-trifluoromethylimidazolide